3-((5-chloro-6-methoxy-3-nitropyridin-2-yl)oxy)azetidine-1-carboxylic acid tert-butyl ester C(C)(C)(C)OC(=O)N1CC(C1)OC1=NC(=C(C=C1[N+](=O)[O-])Cl)OC